N-[(5-chlorothiophen-2-yl)methyl]-3-(4-methanesulfonylpiperazin-2-yl)-1H-pyrazol-5-amine ClC1=CC=C(S1)CNC1=CC(=NN1)C1NCCN(C1)S(=O)(=O)C